S(=O)(=O)=C1C(C(=O)C2=CC=CC=C2)C=CC=C1.[Na] sodium sulfonylbenzophenone